3-(7-(3-(2-methoxyphenyl)propyl)-7-azabicyclo[2.2.1]hept-2-yl)-1-(4-methylbenzenesulfonyl)-1H-indole COC1=C(C=CC=C1)CCCN1C2C(CC1CC2)C2=CN(C1=CC=CC=C21)S(=O)(=O)C2=CC=C(C=C2)C